ClC(=O)N1[C@@H](CN(C[C@@H]1C)C(=O)[O-])C (3r,5s)-4-(chloroformyl)-3,5-dimethylpiperazine-1-carboxylate